FC1=CC=C(C=C1)N1N=CC(=C1)C1=NNC(O[C@H]1C)=O (S)-5-(1-(4-fluorophenyl)-1H-pyrazol-4-yl)-6-methyl-3,6-dihydro-2H-1,3,4-oxadiazin-2-one